3-[[6-chloro-8-(methoxycarbonyl)pyrido[3,2-d]pyrimidin-4-yl]amino]-5-fluoropiperidine-1-carboxylic acid tert-butyl ester C(C)(C)(C)OC(=O)N1CC(CC(C1)F)NC=1C2=C(N=CN1)C(=CC(=N2)Cl)C(=O)OC